4-cyclohexanediterephthalate C1(CCC(CC1)C1=CC(=CC=C1C(=O)[O-])C(=O)[O-])C1=CC(=CC=C1C(=O)[O-])C(=O)[O-]